C1N(CC12CCNCC2)C2=NC=NC1=CC=C(C=C21)CCC=2C=NC=CC2 4-(2,7-diazaspiro[3.5]non-2-yl)-6-(2-pyridin-3-ylethyl)quinazoline